N-(1-cyanocyclopropyl)-3-(5-(difluoromethyl)-1,3,4-thiadiazol-2-yl)-8-((2R,5S)-2-(methoxymethyl)-5-methylmorpholino)imidazo[1,5-a]pyridine-6-sulfonamide C(#N)C1(CC1)NS(=O)(=O)C=1C=C(C=2N(C1)C(=NC2)C=2SC(=NN2)C(F)F)N2C[C@@H](OC[C@@H]2C)COC